(Z)-2-(3,3-Dimethylcyclohexylidene)-acetaldehyde CC1(C\C(\CCC1)=C/C=O)C